(4S)-2-((S)-2-(2-hydroxy-4-(2-(2-methoxyethoxy)ethoxy)phenyl)-4,5-dihydrothiazol-4-yl)-3-methylthiazolidine-4-carboxylic acid OC1=C(C=CC(=C1)OCCOCCOC)C=1SC[C@H](N1)C1SC[C@@H](N1C)C(=O)O